FC1=CC=C2[C@H]([C@@H](COC2=C1)O)N1C[C@H](OCC1)C |r| racemic-trans-7-fluoro-4-((R)-2-methylmorpholino)chroman-3-ol